N-[[6-[(4-cyanophenyl)carbamoyl]-6-azaspiro[2.5]octan-2-yl]methyl]furo[2,3-c]pyridine-2-carboxamide C(#N)C1=CC=C(C=C1)NC(=O)N1CCC2(C(C2)CNC(=O)C2=CC=3C(=CN=CC3)O2)CC1